C1(=CC=CC=C1)COCCOCCOCCOCCOCCO 1-phenyl-2,5,8,11,14-pentaoxahexadecan-16-ol